BrC=1C=C(C=CC1)C(C)C 2-(3-bromophenyl)propan